8,8'-(((3-hydroxy-cyclopentyl)meth-yl)azanediyl)bis-(N,N-didecyloctan-amide) OC1CC(CC1)CN(CCCCCCCC(=O)N(CCCCCCCCCC)CCCCCCCCCC)CCCCCCCC(=O)N(CCCCCCCCCC)CCCCCCCCCC